N-((7-(((4-fluorotetrahydro-2H-pyran-4-yl)methyl)amino)-6-nitro-1H-benzo[d]imidazol-4-yl)sulfonyl)-4-(2-(2-(2-isopropylphenyl)pyrrolidin-1-yl)-7-azaspiro[3.5]non-7-yl)benzamide FC1(CCOCC1)CNC1=C(C=C(C2=C1NC=N2)S(=O)(=O)NC(C2=CC=C(C=C2)N2CCC1(CC(C1)N1C(CCC1)C1=C(C=CC=C1)C(C)C)CC2)=O)[N+](=O)[O-]